ClC1=CC=C(OC=2C=C3CCC(C3=CC2)=C)C=C1 5-(4-chlorophenoxy)-1-methylene-2,3-dihydro-1H-indene